nickel manganese iron copper [Cu].[Fe].[Mn].[Ni]